[Cl-].O1[NH2+]C=CC=C1 oxazinium chloride salt